(4-fluorophenyl)-1-(2-morpholinylethyl)-2-oxo-N-(spiro[3.3]hept-2-yl)-1,2-dihydro-1,8-naphthyridine-3-carboxamide FC1=CC=C(C=C1)C1=C(C(N(C2=NC=CC=C12)CCN1CCOCC1)=O)C(=O)NC1CC2(C1)CCC2